FC1=CC=C(C=C1)C1SCC(N1C1=C(C=C(OCC(=O)OCC=2C=NC=CC2)C=C1)C)=O Pyridin-3-ylmethyl {4-[2-(4-fluorophenyl)-4-oxo-1,3-thiazolidin-3-yl]-3-methylphenoxy}acetate